C(CCCCCCC)SC(CCC(=O)O)SCCCCCCCC 4,4-bis(octylthio)butanoic acid